C1(CC1)CN(C1=NCC(N1)=O)C1=CC=CC=C1 2-((cyclopropylmethyl)(phenyl)amino)-3,5-dihydro-4H-imidazol-4-one